N(C1=CC=CC=C1)C(C(C(C(C(NC1=CC=CC=C1)(F)F)(F)F)(F)F)(F)F)(F)F 1,5-bis(anilino)decafluoropentane